1,2-dimethyl-3-(3-methylbenzyl)imidazolium CN1C(=[N+](C=C1)CC1=CC(=CC=C1)C)C